C1(CC1)N1C(C=CC(=C1)[C@H]1CNC[C@H](O1)C)=O 1-cyclopropyl-5-((2S,6R)-6-methylmorpholin-2-yl)pyridine-2(1H)-one